trans-N-((4-(5-(5-chlorobenzofuran-2-yl)-1,3,4-oxadiazol-2-yl)cyclohexyl)methyl)-2-(4-chlorophenoxy)acetamide ClC=1C=CC2=C(C=C(O2)C2=NN=C(O2)[C@@H]2CC[C@H](CC2)CNC(COC2=CC=C(C=C2)Cl)=O)C1